bisdodecyl-tellurium C(CCCCCCCCCCC)[Te]CCCCCCCCCCCC